CN1CCN(CC1)C1=NC=C(C(=C1)N)OC(F)(F)F (4-methylpiperazin-1-yl)-5-(trifluoromethoxy)pyridin-4-amine